COC1=C(C=CC(=N1)C1=CC=CC2=C1OC(CO2)C[NH-])NC2=CC=C(C=C2)CNCC2NCCOC2 {8-[6-methoxy-5-(4-{[(morpholin-3-ylmethyl)-amino]-methyl}-phenylamino)-pyridin-2-yl]-2,3-dihydro-benzo[1,4]dioxin-2-ylmethyl}-amid